CC=1OC(=CC1CC1C2(CC1C2)C(=O)N)C [(2,5-dimethylfuran-3-yl)methyl]bicyclo[1.1.1]pentane-1-carboxamide